perfluoro-1-heptanol FC(C(C(C(C(C(C(F)(F)F)(F)F)(F)F)(F)F)(F)F)(F)F)(O)F